Cl.C(CCCCC)NCC=C N-hexyl-allylamine hydrochloride